OCCC1C(C(CO1)O)O 5-(2-hydroxyethyl)oxolane-3,4-diol